[(2R-3S,11bR)-9,10-dimethoxy-3-(2-methylpropyl)-1H,2H,3H,4H,6H,7H,11bH-pyrido[2,1-a]isoquinolin-2-yl]methyl piperazine-1-carboxylate N1(CCNCC1)C(=O)OC[C@@H]1C[C@H]2N(CCC3=CC(=C(C=C23)OC)OC)C[C@H]1CC(C)C